(Z)-3-fluoro-4-(4-(3-(pyrrolidin-1-ylsulfonyl)phenyl)-1H-benzo[d][1,2,3]triazol-1-yl)but-2-en-1-amine F\C(=C/CN)\CN1N=NC2=C1C=CC=C2C2=CC(=CC=C2)S(=O)(=O)N2CCCC2